OCC1=NC=C(C=N1)NC(O[C@H](C)[C@H](C)OC1=C(C=C2C(=N1)SC(=N2)C=2C=C(C=C1C=C(C=NC21)OC)Cl)F)=O (2R,3S)-3-((2-(6-chloro-3-methoxyquinolin-8-yl)-6-fluorothiazolo[5,4-b]pyridin-5-yl)oxy)butan-2-yl (2-(hydroxymethyl)pyrimidin-5-yl)carbamate